CC(CCCCCCC1OCCO1)O α-methyl-1,3-dioxolane-2-heptanol